C1(CC1)C1=CC(=CC(=N1)C(=O)NC1=NC(=CC(=C1)C=1N(N=CC1C1=NN=CN1C)C)NCC)C 6-Cyclopropyl-N-[6-(ethylamino)-4-[2-methyl-4-(4-methyl-1,2,4-triazol-3-yl)-pyrazol-3-yl]-pyridine-2-yl]-4-methylpyridine-2-carboxamide